C1(CC1)N1C(C2=CC(=C(C=C2CC1)OC(C)C)[N+](=O)[O-])=O 2-cyclopropyl-6-isopropoxy-7-nitro-3,4-dihydroisoquinolin-1(2H)-one